C(C)(C)(C)NC([C@H](C[C@H]1C(NCC1)=O)NC(=O)[C@H](CC(C)C)NC(=O)C=1NC2=CC=CC(=C2C1)OC)C#N N-[(1S)-1-[[(1S)-2-(tert-butylamino)-2-cyano-1-[[(3S)-2-oxopyrrolidin-3-yl]methyl]ethyl]carbamoyl]-3-methyl-butyl]-4-methoxy-1H-indole-2-carboxamide